N(=[N+]=[N-])CCN(C)C 2-azido-N,N-dimethylethane-1-amine